tert-butyl (2S)-4-{6-[(tert-butoxy)carbonyl]-5H,6H,7H,8H-pyrido[4,3-d]pyrimidin-2-yl}piperazine-2-carboxylate C(C)(C)(C)OC(=O)N1CC2=C(N=C(N=C2)N2C[C@H](NCC2)C(=O)OC(C)(C)C)CC1